2-((4-((R)-2-(4-chloro-2-(methoxy-d3)phenyl)-2-methyl-2H-chromen-8-yl)piperidin-1-yl)methyl)-3-(((S)-oxetan-2-yl)methyl)-1H-benzo[d]imidazole-6-carboxylic acid ClC1=CC(=C(C=C1)[C@@]1(OC2=C(C=CC=C2C=C1)C1CCN(CC1)CC1N(C2=C(N1)C=C(C=C2)C(=O)O)C[C@H]2OCC2)C)OC([2H])([2H])[2H]